3-(2,4-dichlorophenyl)-N-isopropyl-1H-pyrazole-5-carboxamide ClC1=C(C=CC(=C1)Cl)C1=NNC(=C1)C(=O)NC(C)C